S1C(=NC2=C1C=CC=C2)N[C@H](C(=O)O)CCN(CCCCC2=NC=1NCCCC1C=C2)CCOC2=CC(=CC(=C2)F)F (S)-2-(benzo[d]thiazol-2-ylamino)-4-((2-(3,5-difluorophenoxy)ethyl)(4-(5,6,7,8-tetrahydro-1,8-naphthyridin-2-yl)butyl)amino)butanoic acid